4-((1S,3S,5R)-3-ethoxy-8-(4-methoxybenzyl)-8-azabicyclo[3.2.1]oct-1-yl)benzoic acid methyl ester COC(C1=CC=C(C=C1)[C@@]12C[C@H](C[C@@H](CC1)N2CC2=CC=C(C=C2)OC)OCC)=O